N-((1R,3r,5S,6r)-3-(6-chloro-1H-indazol-4-yl)-3-hydroxybicyclo[3.1.0]hexane-6-yl)isobutyramide ClC1=CC(=C2C=NNC2=C1)C1(C[C@H]2C([C@H]2C1)NC(C(C)C)=O)O